methoxypropylethane hydrochloride Cl.COCCCCC